C(C)(=O)O[C@@H]1[C@H](OC([C@@H]([C@H]1OC(C)=O)OC(C)=O)OC(C(Cl)(Cl)Cl)=N)C(=O)OC (2S,3S,4S,5R)-2-(methoxycarbonyl)-6-(2,2,2-trichloro-1-iminoethoxy)tetrahydro-2H-pyran-3,4,5-triyl triacetate